N1(CCOCC1)C(=O)C1=CC=C(C=C1)C1=CC=2N=CN=C(C2O1)C1=CC(=NC=C1)C(C)(C)O 2-(4-{6-[4-(Morpholine-4-carbonyl)phenyl]furo[3,2-d]pyrimidin-4-yl}pyridin-2-yl)propan-2-ol